BrC=1C2=C(N=C(N1)S(=O)C)CN(CC2)C2=CC=CC1=CC=CC(=C21)Cl 4-bromo-7-(8-chloronaphthalen-1-yl)-2-(methylsulfinyl)-5,6,7,8-tetrahydropyrido[3,4-d]pyrimidine